FC(C(=O)O)(F)F.ClC1=CC2=C(C=N1)C(=NN2)N2CC(CC2)(C#N)F 1-(6-chloro-1H-pyrazolo[4,3-c]pyridin-3-yl)-3-fluoropyrrolidine-3-carbonitrile trifluoroacetate salt